FC=1C=C(C=CC1N(C(=O)N)CCC(=O)OC)N1CCN(CC1)C(=O)OC(C)(C)C tert-butyl 4-(3-fluoro-4-(1-(3-methoxy-3-oxopropyl)ureido)phenyl)piperazine-1-carboxylate